NC1=NC=CC=2N1C(=CC2C2N(CCC2)CC#CC)C2=CC=C(C(=O)NC1=NC=CC(=C1)C1CC1)C=C2 4-(1-amino-5-(1-(but-2-ynyl)pyrrolidin-2-yl)pyrrolo[1,2-c]pyrimidin-7-yl)-N-(4-cyclopropylpyridin-2-yl)benzamide